C(#N)C=1C=C(C=CC1C(=O)OC)C1N(CCN(C1)CCC(F)(F)F)CC1=C2C=CN(C2=C(C=C1OC)C)C(=O)OCCCC Butyl 4-((2-(3-cyano-4-(methoxycarbonyl)phenyl)-4-(3,3,3-trifluoropropyl)piperazin-1-yl)methyl)-5-methoxy-7-methylindole-1-carboxylate